N'-{5-bromo-6-[(1R)-1-(3,5-difluorophenyl)ethoxy]-2-methyl-pyridin-3-yl}-N-ethyl-N-methylimido-formamide BrC=1C=C(C(=NC1O[C@H](C)C1=CC(=CC(=C1)F)F)C)N=CN(C)CC